Tert-butyl (3-chloro-4-fluorophenyl)(1,2-dichlorovinyl)carbamate ClC=1C=C(C=CC1F)N(C(OC(C)(C)C)=O)C(=CCl)Cl